(9R)-8-methyl-9-(4-phenoxyphenyl)-3,4,6,7,8,9-hexahydropyrazino[2,1-c][1,2,4]thiadiazine 2,2-dioxide CN1[C@@H](C2=NS(CCN2CC1)(=O)=O)C1=CC=C(C=C1)OC1=CC=CC=C1